(E)-N-(5-((4-(1H-indol-3-yl)pyrimidin-2-yl)amino)-2-(dimethylamino)-4-methoxyphenyl)-4-morpholinobut-2-enamide N1C=C(C2=CC=CC=C12)C1=NC(=NC=C1)NC=1C(=CC(=C(C1)NC(\C=C\CN1CCOCC1)=O)N(C)C)OC